N1=NC(=CC=C1)CN1N=C2C(=C1)CN(C2)C2=C(C(=CC(=C2)CC(C)C)C)C#N 2-(2-(1,2-diazin-3-ylmethyl)-5,6-dihydro-4H-pyrrolo[4,3-c]pyrazol-5-yl)-6-methyl-4-(2-methylpropyl)benzene-1-carbonitrile